FC=1C(=NC=C(C1)C1=CC=NN1)OC1=CC=C(C=C1)C1=NN(C=C1)C(CC)O (3-(4-((3-fluoro-5-(1H-pyrazol-5-yl)pyridin-2-yl)oxy)phenyl)-1H-pyrazol-1-yl)propan-1-ol